FC1=CC(=C(C=C1[N+](=O)[O-])C(C)=O)O 1-(4-Fluoro-2-hydroxy-5-nitrophenyl)ethan-1-one